Methyl (S)-4-((4-methoxyphenyl)sulfonyl)-3-methyl-2,3,4,5-tetrahydrobenzo[f][1,4]oxazepine-8-carboxylate COC1=CC=C(C=C1)S(=O)(=O)N1[C@H](COC2=C(C1)C=CC(=C2)C(=O)OC)C